CC(CN1CC(CC1=O)C(=O)NCC1=NC=CC=C1)C 1-(2-methylpropyl)-5-oxo-N-(pyridin-2-ylmethyl)pyrrolidine-3-carboxamid